2-[2-[(2-hydroxy-1H-indol-3-yl)diazenyl]-1,3-thiazol-4-yl]-N-phenylacetamide OC=1NC2=CC=CC=C2C1N=NC=1SC=C(N1)CC(=O)NC1=CC=CC=C1